C1(CC1)COC1=CC=C(N=N1)C(C(=O)N)(C)N1C[C@@H](C(CC1)(F)F)C1=CNC(C(=C1)CN1CCOCC1)=O (6-(cyclopropylmethoxy)pyridazin-3-yl)-2-((s)-4,4-difluoro-3-(5-(morpholinomethyl)-6-oxo-1,6-dihydropyridin-3-yl)piperidin-1-yl)propanamide